F[C@@H]1C[C@H](N(C1)C(=O)OC(C)(C)C)C(C([2H])([2H])[2H])O tert-butyl (2S,4R)-4-fluoro-2-(1-hydroxyethyl-2,2,2-d3)pyrrolidine-1-carboxylate